5-(8-(3-(4-methoxyphenyl)azetidin-1-yl)imidazo[1,2-b]pyridazin-6-yl)pyrimidine-2,4(1H,3H)-dione COC1=CC=C(C=C1)C1CN(C1)C=1C=2N(N=C(C1)C=1C(NC(NC1)=O)=O)C=CN2